N(=NC1=CC=CC=C1)C1=CC=CC=C1.[S] sulfur azobenzene